{4-[(Morpholin-4-Yl)methyl]phenyl-(methoxy)-1-Oxo-1,3-Dihydro-2h-Isoindol-2-Yl}piperidine-2,6-Dione N1(CCOCC1)CC1=CC=C(C=C1)C1(N(C(C2=CC=CC=C12)=O)N1C(CCCC1=O)=O)OC